BrC=1C=C(C(=C(OCC2(CCCC2)NC(OC(C)(C)C)=O)C1)C#N)SC tert-butyl (1-((5-bromo-2-cyano-3-(methylthio)phenoxy)methyl)cyclopentyl)carbamate